6-Chloro-3-carboxycoumarin ClC=1C=C2C=C(C(OC2=CC1)=O)C(=O)O